FC(C(C1=CC=CC=C1)C=1C(=NC=C(C1)N)N)(F)F (2,2,2-trifluoro-1-phenylethyl)pyridine-2,5-diamine